(R)-4-(bicyclo[1.1.1]pentan-1-ylamino)-2-(3-(pyridin-2-yl)azetidin-1-yl)-6,7-dihydrothieno[3,2-d]pyrimidine 5-oxide C12(CC(C1)C2)NC=2C1=C(N=C(N2)N2CC(C2)C2=NC=CC=C2)CC[S@]1=O